Cl.FC1CNCCC1C1=CC=C2C(=NN(C2=C1)C)N1C(NC(CC1)=O)=O 1-[6-(3-fluoro-4-piperidinyl)-1-methyl-indazol-3-yl]hexahydropyrimidine-2,4-dione hydrochloride